OC[C@H]1O[C@H]([C@@]2(CCO2)[C@@H]1O)N1C=C(C2=C1N=CN=C2OC)C=2SC=CC2 (4R,5R,7R,8R)-7-(hydroxymethyl)-5-(4-methoxy-5-(thiophen-2-yl)-7H-pyrrolo[2,3-d]pyrimidin-7-yl)-1,6-dioxaspiro[3.4]octane-8-ol